Tyramine NCCC1=CC=C(C=C1)O